1,3,6-trihydroxy-2-methylanthraquinone OC1=C(C(=CC=2C(C3=CC(=CC=C3C(C12)=O)O)=O)O)C